C(C)(C)(C)N1N=NC(=C1)C(=O)N[C@H]1CCCCC2=C1C=NC(=C2)C2=CC(=NC=C2)NC=2C=NN(C2)C (S)-1-(tert-butyl)-N-(3-(2-((1-methyl-1H-pyrazol-4-yl)amino)pyridin-4-yl)-6,7,8,9-tetrahydro-5H-cyclohepta[c]pyridin-9-yl)-1H-1,2,3-triazole-4-carboxamide